C(C1=CC=CC=C1)OC=1C=C2CCC(C(C2=CC1)C1=CC=C(C=C1)O)C1=CC=CC=C1 4-(6-benzyloxy-2-phenyl-tetralin-1-yl)phenol